P(=O)(OC1=C2C(=CN(C2=C(C=C1)F)C)CCN(C)C)(O)O [3-[2-(Dimethylamino)ethyl]-7-fluoro-1-methylindol-4-yl] dihydrogen phosphate